3-chloro-5-fluoro-7-(2-((3aS,4R,6aR)-4-(4-isopropyl-7H-pyrrolo[2,3-d]pyrimidin-7-yl)-2,2-dimethyl-3a,6a-dihydro-4H-cyclopenta[d][1,3]dioxol-6-yl)ethyl)quinolin-2-amine ClC=1C(=NC2=CC(=CC(=C2C1)F)CCC1=C[C@H]([C@H]2[C@@H]1OC(O2)(C)C)N2C=CC1=C2N=CN=C1C(C)C)N